N-(4-(N-(3,4-dichloro-1H-indol-7-yl)sulfamoyl)phenyl)-4-methyl-N-propylpiperazine-1-sulfonamide ClC1=CNC2=C(C=CC(=C12)Cl)NS(=O)(=O)C1=CC=C(C=C1)N(S(=O)(=O)N1CCN(CC1)C)CCC